P(=O)(O)(O)[O-].C(C(=C)C)(=O)NCC[N+](C)(C)C [2-(methacryloylamino)ethyl]trimethylammonium dihydrogen phosphate